ClC1=CC=C2C(=N1)N(C(=C2)C2=CC(=C(C=C2)OC)OC)C 6-chloro-2-(3,4-dimethoxyphenyl)-1-methyl-1H-pyrrolo[2,3-b]pyridine